C(C)ON=C1CC(CC(C1)C)C 3,5-dimethylcyclohexan-1-one O-ethyl oxime